C1OCCCC12CCC(CC2)C2=C1N(N=C2CN(CCNC)C)CCC1 N1-((3-((6r,9r)-2-oxaspiro-[5.5]undecan-9-yl)-5,6-dihydro-4H-pyrrolo[1,2-b]pyrazol-2-yl)methyl)-N1,N2-dimethylethane-1,2-diamine